C(C)(C)(C)OC(=O)NC=1SC(=CN1)CC[C@@H]1[C@H](N(C1=O)C(N[C@H](C)C1=CC=CC=C1)=O)C(=O)O (2S,3R)-3-(2-{2-[(tert-Butoxycarbonyl)amino]-1,3-thiazol-5-yl}ethyl)-4-oxo-1-{[(1R)-1-phenylethyl]carbamoyl}azetidine-2-carboxylic acid